1-(Phenylseleno)-4-(Trifluoromethyl)Benzene C1(=CC=CC=C1)[Se]C1=CC=C(C=C1)C(F)(F)F